tert-butyl 4-(1-(methyl-d3)piperidin-4-yl)piperazine-1-carboxylate C(N1CCC(CC1)N1CCN(CC1)C(=O)OC(C)(C)C)([2H])([2H])[2H]